NC1=NC(N(C=C1)[C@@H]1S[C@@H]([C@H]([C@H]1O)O)CO[Si](C)(C)C(C)(C)C)=O (1S)-4-azanyl-1-[(2R,3R,4S,5R)-5-[[1,1-dimethylethyl(dimethyl)silyl]oxymethyl]-3,4-dihydroxy-tetrahydrothiophen-2-yl]pyrimidin-2-one